(E)-3-(2-(4-(2-cyclopropylacetyl)piperazin-1-yl)phenyl)-N-hydroxyacrylamide C1(CC1)CC(=O)N1CCN(CC1)C1=C(C=CC=C1)/C=C/C(=O)NO